CC1(C(C2=CC=C(C=C2C1)C1=C(C=C(C(=C1)F)F)F)NC(O[C@@H]1CN2CCC1CC2)=O)C (S)-quinuclidin-3-yl (2,2-dimethyl-5-(2,4,5-trifluorophenyl)-2,3-dihydro-1H-inden-1-yl)carbamate